NCCCC(=O)NC=1C=C(N(C1)C)C(=O)NCCC(=O)NC=1C=C(N(C1)C)C(=O)NC1=CN(C(=C1)C(NCCC)=O)C 4-(3-{[4-(4-aminobutanamido)-1-methylpyrrol-2-yl]formamido}propanamido)-1-methyl-N-[1-methyl-5-(propylcarbamoyl)pyrrol-3-yl]pyrrole-2-carboxamide